BrC1=CC=C(C=C1)[C@H]1N[C@H](COC1)C |r| rac-(3r,5s)-3-(4-bromophenyl)-5-methylmorpholine